C[C@@H](CC=1C=C(C(=CC1)C=1C(=C(C=C(C1)F)F)N)C1=CC=CC=C1)CCC |r| dl-(±)-4'-(beta-methylpentyl)-3,5-difluoroterphenyl-amine